C(#N)N1CC(CC1)N(C(=O)NC1=C(C=C(C=C1)Cl)Cl)C 1-(1-cyanopyrrolidin-3-yl)-3-(2,4-dichlorophenyl)-1-methylurea